C1(CC1)COC1CCN(CC1)[C@H]1[C@@H](CCC1)OC=1C=C2CN(C(C2=CC1)=O)C1C(NC(CC1)=O)=O 3-(5-(((1R,2R)-2-(4-(cyclopropylmethoxy)piperidin-1-yl)cyclopentyl)oxy)-1-oxoisoindolin-2-yl)piperidine-2,6-dione